6,7-dichloro-2-hydroxyquinoxaline ClC=1C=C2N=CC(=NC2=CC1Cl)O